butyl-boronate C(CCC)B([O-])[O-]